L-N-methylphenylalanine CN[C@@H](CC1=CC=CC=C1)C(=O)O